4-((2-methoxy-3-(2-methyl-2H-1,2,3-triazol-4-yl)phenyl)amino)-6-((4-methoxybenzyl)amino)-N-(methyl-d3)pyridazine-3-carboxamide COC1=C(C=CC=C1C1=NN(N=C1)C)NC1=C(N=NC(=C1)NCC1=CC=C(C=C1)OC)C(=O)NC([2H])([2H])[2H]